2-Cyanoethyl-((2-(6-(2-Ethyl-5-Fluoro-4-Hydroxyphenyl)-1H-Indazol-3-yl)-1H-Imidazol-4-yl)methyl)carbamat C(#N)CCOC(NCC=1N=C(NC1)C1=NNC2=CC(=CC=C12)C1=C(C=C(C(=C1)F)O)CC)=O